BIS(1,1,1,2,2-PENTAFLUORODODECAN-3-YL) 8,8'-((2-HYDROXYETHYL)AZANEDIYL)DIOCTANOATE OCCN(CCCCCCCC(=O)OC(C(C(F)(F)F)(F)F)CCCCCCCCC)CCCCCCCC(=O)OC(C(C(F)(F)F)(F)F)CCCCCCCCC